rac-(1S,2S,4R,5R,6S,7S)-N-(6-methoxypyridin-3-yl)-7-(6-methylpyridin-3-yl)-8-oxatricyclo[3.2.1.02,4]octane-6-carboxamide COC1=CC=C(C=N1)NC(=O)[C@@H]1[C@H]2[C@@H]3C[C@@H]3[C@@H]([C@@H]1C=1C=NC(=CC1)C)O2 |r|